CN(C1=CC=C(C=C1)C1=CC=C(C=N1)C(=O)O)C(CC)=O 6-[4-[methyl-(propionyl)amino]phenyl]pyridine-3-carboxylic acid